ClC=1C(=CC(=C(C1)N1C(C=CC2=CC(=CC=C12)S(=O)(=O)NC1=NOC=C1)=O)OC)COC(F)(F)F (P)-1-(5-chloro-2-methoxy-4-((trifluoromethoxy)methyl)phenyl)-N-(isoxazol-3-yl)-2-oxo-1,2-dihydroquinoline-6-sulfonamide